C1(=CC=CC=C1)S(=O)(=O)C(C(=O)O)CC1=CC=CC=C1 2-benzenesulfonyl-3-phenylpropionic acid